FC=1C=C(C=CC1C)CN1[C@@H](CN(CC1)C1=C(C(N(C=2C=CC(=NC12)C#N)C)=O)C#N)C 8-[(3R)-4-[(3-Fluoro-4-methylphenyl)methyl]-3-methylpiperazin-1-yl]-5-methyl-6-oxo-5,6-dihydro-1,5-naphthyridin-2,7-dicarbonitril